ClC=1C=C2C(=NC(=NC2=C(C1C1=C2C(=NNC2=CC=C1C)C1CC1)F)N1CC(C1)NC)N1C[C@H](N(C[C@@H]1C)C(C=C)=O)C 1-((2R,5S)-4-(6-chloro-7-(3-cyclopropyl-5-methyl-1H-indazol-4-yl)-8-fluoro-2-(3-(methylamino)azetidin-1-yl)quinazolin-4-yl)-2,5-dimethylpiperazin-1-yl)prop-2-en-1-one